3-fluoro-3-(1-methyl-2-oxo-1,2-dihydropyridin-4-yl)pyrrolidine-1-carboxylic acid tert-butyl ester C(C)(C)(C)OC(=O)N1CC(CC1)(C1=CC(N(C=C1)C)=O)F